D-glucitol iron(III) [Fe+3].C([C@H](O)[C@@H](O)[C@H](O)[C@H](O)CO)O